ClC1=CC=C(C=2S(C3=CC=CC=C3C(C12)=O)=O)OCCC 1-chloro-4-propoxy-10λ4-thioxanthene-9,10-dione